chloro-N-(6-chloro-4'-cyclopropyl-[1,1'-biphenyl]-3-yl)-N-methyl-[1,2,4]triazolo[4,3-a]quinazolin-5-amine ClC1=NN=C2N1C1=CC=CC=C1C(=N2)N(C)C=2C=C(C(=CC2)Cl)C2=CC=C(C=C2)C2CC2